FC(=C)C(C)(F)F 2,3,3-trifluoro-1-butene